C(C)(C)(C)OC(C(CNC1=CC=C(C=C1)Br)O[Si](C)(C)C(C)(C)C)=O 3-((4-bromophenyl)amino)-2-((tert-butyldimethylsilyl)oxy)propanoic acid tert-butyl ester